C(C)(C)(C)OC(=O)N1C[C@@H](OCC1)CN=[N+]=[N-] (R)-2-(azidomethyl)morpholine-4-carboxylic acid tert-butyl ester